((3R,3'R)-3'-hydroxy-1,4-dihydro-2H-spiro[isoquinoline-3,4'-piperidine]-1'-yl)methanone O[C@@H]1CN(CC[C@@]12NCC1=CC=CC=C1C2)C=O